NC1=CC=C(C=N1)C=1NC(C2=C(N1)C(=NO2)C2CCCC2)=O 5-(6-aminopyridin-3-yl)-3-cyclopentyl-isoxazolo[4,5-d]pyrimidin-7(6H)-one